(3R,4S)-3-cyclopropyl-1-(6-(1-((S)-5,5-difluorotetrahydro-2H-pyran-3-yl)-1H-pyrazol-4-yl)pyrrolo[1,2-b]pyridazin-4-yl)-4-methyl-2-oxopyrrolidine-3-carbonitrile C1(CC1)[C@]1(C(N(C[C@H]1C)C=1C=2N(N=CC1)C=C(C2)C=2C=NN(C2)[C@@H]2COCC(C2)(F)F)=O)C#N